F[C@H]1[C@@]2(CCC[C@](C[C@H]1OC1=CC=C(N=N1)C=1C=C3C=CN(C(C3=CC1O)=O)C)(N2)C)C 6-(6-(((1s,2s,3r,5r)-2-fluoro-1,5-dimethyl-9-azabicyclo[3.3.1]non-3-yl)oxy)pyridazin-3-yl)-7-hydroxy-2-methylisoquinolin-1(2H)-one